C=C1CCC(CC1)COC1=CC=CC=C1 ((4-Methylenecyclohexyl)methoxy)benzene